[N+](=O)([O-])C=1C=C(/C=C/C2=CC=3C(C4=CC=CC=C4C(C3C=C2)=O)=O)C=CC1 (E)-2-(3-nitrostyryl)-9,10-anthraquinone